CC(COCC(=O)O)=C (2-methyl-allyloxy)-acetic acid